CC1([C@@H]2CCC(C([C@]2(CCC1)C)CO[Si](C)(C)C)=O)C |r| (4aSR,8aSR)-5,5,8a-trimethyl-1-(((trimethylsilyl)oxy)methyl)octahydronaphthalen-2(1H)-one